C(CCC)N(C(COCCOCC(N(CCCC)CCCC)=S)=S)CCCC N,N,N',N'-tetrabutyl-3,6-dioxaoctanedi[thioamide]